OC1CCC(CC1)NC1=NC=C(C(=N1)NC1CC(C1)C)C(=O)N 2-((1r,4r)-4-hydroxycyclohexylamino)-4-((1s,3s)-3-methylcyclobutylamino)pyrimidine-5-carboxamide